(R)-1-(5-(benzyloxy)-1H-indol-1-yl)-N,N-dimethylpropan-2-amine C(C1=CC=CC=C1)OC=1C=C2C=CN(C2=CC1)C[C@@H](C)N(C)C